2-oxo-acetic acid O=CC(=O)O